3-isopropylcarbamylsulfonamido-4-(3'-methylphenyl)aminopyridinium Molybdenum [Mo+4].C(C)(C)NC(=O)S(=O)(=O)NC=1C=[NH+]C=CC1NC1=CC(=CC=C1)C